COCCN1C=CC=2C1=NC=CC2C2=C1CNC(C1=C(C=C2)NC2=NC=C(C=C2)N2CCN(CC2)C)=O 4-[1-(2-methoxyethyl)pyrrolo[2,3-b]pyridin-4-yl]-7-[[5-(4-methylpiperazin-1-yl)-2-pyridyl]amino]isoindolin-1-one